BrC1=C(N=C(C=N1)N)Cl 6-bromo-5-chloro-3-aminopyrazine